(2-(pyridin-2-yl)phenyl)methanol N1=C(C=CC=C1)C1=C(C=CC=C1)CO